2-(2-(4-Cyclopropylphenyl)-6-isopropyl-5,8-dioxo-5,6,7,8-tetrahydro-4H-pyrazolo[1,5-a]pyrrolo[3,4-d]pyrimidin-4-yl)-N-(5-fluoropyridin-2-yl)acetamide C1(CC1)C1=CC=C(C=C1)C1=NN2C(N(C3=C(C2=O)CN(C3=O)C(C)C)CC(=O)NC3=NC=C(C=C3)F)=C1